CN1N=C(C=2C1=NN=C(C2)C=2C(NC(NC2)=O)=O)O[C@@H](C)C2=NC=CC=C2 5-[1-methyl-3-[(1S)-1-(2-pyridyl)ethoxy]pyrazolo[3,4-c]pyridazin-5-yl]-1H-pyrimidine-2,4-dione